3'-(hydroxymethyl)-2-methyl-[1,1'-biphenyl]-4-sulfonamide OCC=1C=C(C=CC1)C1=C(C=C(C=C1)S(=O)(=O)N)C